CN1[C@@H](CCC1)C(=O)O methyl-L-proline